[Na+].[Cl-] chloride sodium